FC1=CC=C(C=C1)C=1N=C(NC1C=1C=C2C=NNC2=CC1)C 5-(4-(4-Fluorophenyl)-2-methyl-1H-imidazol-5-yl)-1H-indazole